2-benzyl 1-(tert-butyl) (2R,4S)-4-(3-chloro-4-fluorobenzyl)-5-oxopyrrolidine-1,2-dicarboxylate ClC=1C=C(C[C@H]2C[C@@H](N(C2=O)C(=O)OC(C)(C)C)C(=O)OCC2=CC=CC=C2)C=CC1F